(R)-(3-(6-Fluorobenzo[d]thiazol-2-yl)-8-methyl-5,6-dihydro-[1,2,4]triazolo[4,3-a]pyrazin-7(8H)-yl)(4-fluorophenyl)methanone FC1=CC2=C(N=C(S2)C2=NN=C3N2CCN([C@@H]3C)C(=O)C3=CC=C(C=C3)F)C=C1